BrC1=CC=CC=2C=3N(C(NC12)=O)N=C(N3)C3=CC=NN3C 7-Bromo-2-(1-methyl-1H-pyrazol-5-yl)[1,2,4]triazolo[1,5-c]quinazolin-5(6H)-one